N-(2-chloro-3-(2,3-dichloropyridin-4-yl)phenyl)-5-(4-fluorophenethyl)-1-methyl-4,5,6,7-tetrahydro-1H-imidazo[4,5-c]pyridine-2-carboxamide ClC1=C(C=CC=C1C1=C(C(=NC=C1)Cl)Cl)NC(=O)C=1N(C2=C(CN(CC2)CCC2=CC=C(C=C2)F)N1)C